6-benzyloxymethoxy-1,3-dimethylhexylmagnesium bromide C(C1=CC=CC=C1)OCOCCCC(CC(C)[Mg]Br)C